1'-(7-ethoxy-1,3-dimethyl-1H-indazole-5-carbonyl)-2-(1-hydroxy-2-methylpropan-2-yl)-5H-spiro[benzo[d]thiazole-6,4'-piperidin]-4(7H)-one C(C)OC=1C=C(C=C2C(=NN(C12)C)C)C(=O)N1CCC2(CC1)CC1=C(N=C(S1)C(CO)(C)C)C(C2)=O